3-METHYLPHENYL ISOCYANIDE CC=1C=C(C=CC1)[N+]#[C-]